3-ethyl-9'-methoxy-1,3-dimethylspiro(indoline-2,3'-(3H)naphth(2,1-b)(1,4)oxazine) C(C)C1(C2=CC=CC=C2N(C12C=NC1=C(O2)C=CC2=CC=C(C=C21)OC)C)C